(1R,3R,4R)-N-((R)-1-cyano-2-((S)-2-oxopyrrolidin-3-yl)ethyl)-5,5-difluoro-2-(9-hydroxy-9H-fluorene-9-carbonyl)-2-azabicyclo[2.2.2]octane-3-carboxamide C(#N)[C@@H](C[C@H]1C(NCC1)=O)NC(=O)[C@@H]1N([C@H]2CC([C@@H]1CC2)(F)F)C(=O)C2(C1=CC=CC=C1C=1C=CC=CC21)O